C1(CC1)C=1C=2N(C=CC1)C=C(N2)C=O 8-cyclopropylimidazo[1,2-a]pyridine-2-carbaldehyde